1-(7-(piperazine-1-yl)imidazo[1,2-a]pyridin-3-yl)dihydropyrimidine-2,4(1H,3H)-dione hydrochloride Cl.N1(CCNCC1)C1=CC=2N(C=C1)C(=CN2)N2C(NC(CC2)=O)=O